OCC(C(O)CO)NCCS(=O)(=O)O 2-{[1,3-Dihydroxy-(hydroxymethyl)propan-2-yl]amino}ethane-1-sulfonic acid